OC1=C(C(N(C2=NC=C(C=C12)C1=CC=CC=C1)CCN1CCOCC1)=O)C(=O)OCC ethyl 4-hydroxy-1-(2-morpholinoethyl)-2-oxo-6-phenyl-1,2-dihydro-1,8-naphthyridine-3-carboxylate